6-chloro-5-[({4-[5-(trifluoromethyl)-1,2,4-oxadiazol-3-yl]pyridin-2-yl}oxy)methyl]imidazo[2,1-b][1,3]thiazole ClC=1N=C2SC=CN2C1COC1=NC=CC(=C1)C1=NOC(=N1)C(F)(F)F